CC(C=C)(CCC=C(C)C)C(C(=O)O)=CC1=CC=CC=C1.C(C=CC1=CC=CC=C1)(=O)OC(C)(C=C)CCC=C(C)C LINALYL CINNAMATE (3,7-dimethylocta-1,6-dien-3-yl 3-phenylprop-2-enoate)